2-(((3-(4-(2-hydroxyethyl)pyridin-2-yl)imidazo[1,2-b]pyridazin-6-yl)amino)methyl)phenol OCCC1=CC(=NC=C1)C1=CN=C2N1N=C(C=C2)NCC2=C(C=CC=C2)O